AMINOPYRAZOLOPYRIDINE HCL Cl.NC1=NNC=2C=CC=NC21